C(C)(C)(C)OC(=O)N1CCN(CC1)CC1=CC=C2C(=N1)SC(=C2)C(=O)OCC ethyl 6-((4-(tert-butoxycarbonyl)piperazin-1-yl)methyl)thieno[2,3-b]pyridine-2-carboxylate